(2S)-N-(2-((5-((3-(2,3-dihydrobenzo[b][1,4]dioxin-6-yl)-2-methylbenzyl)oxy)-2,3-dihydro-1H-inden-1-yl)amino)ethyl)acetamide O1C2=C(OCC1)C=C(C=C2)C=2C(=C(COC=1C=C3CCC(C3=CC1)NCCNC(C)=O)C=CC2)C